Tritert-Butoxyboron C(C)(C)(C)OB(OC(C)(C)C)OC(C)(C)C